3-bromo-2-methoxy-5-nitropyridin-4-amine BrC=1C(=NC=C(C1N)[N+](=O)[O-])OC